21-Hydroxy-docosanoic acid OC(CCCCCCCCCCCCCCCCCCCC(=O)O)C